ClC1=NN2C(C(=N1)NC1CCCC1)=CC=C2 2-chloro-N-cyclopentylpyrrolo[2,1-f][1,2,4]triazine-4-amine